C1(=CC=C(C=C1)CC#N)C 2-(p-tolyl)acetonitrile